(1S,2S)-2-fluoro-N-(6-(6-fluoro-5-methyl-1H-indol-4-yl)benzo[d]thiazol-2-yl)cyclopropane-1-carboxamide F[C@@H]1[C@@H](C1)C(=O)NC=1SC2=C(N1)C=CC(=C2)C2=C1C=CNC1=CC(=C2C)F